ClCCCS(=O)(=O)NC=1C=NC2=CC(=NC(=C2C1)OC1CCC(CC1)NC1=NC=CC=N1)N1CCOCC1 3-chloro-N-(7-morpholino-5-(((1s,4s)-4-(pyrimidin-2-ylamino)cyclohexyl)oxy)-1,6-naphthyridin-3-yl)propane-1-sulfonamide